5-{[(1S)-1-(5-chloropyridin-2-yl)ethyl]thio}-7-{[(1R)-1-(hydroxymethyl)-3-methylbutyl]amino}[1,3]thiazolo[4,5-d]pyrimidin-2(3H)-one ClC=1C=CC(=NC1)[C@H](C)SC=1N=C(C2=C(N1)NC(S2)=O)N[C@H](CC(C)C)CO